ClC1=CC(=NC2=CC=CC(=C12)F)C1=CC=C(C=C1)OC 4-chloro-5-fluoro-2-(4-methoxyphenyl)quinoline